3-(2-chloro-6-cyclopropylpyridin-4-yl)-3-(4-methyl-4H-1,2,4-triazol-3-yl)cyclobutan-1-one ClC1=NC(=CC(=C1)C1(CC(C1)=O)C1=NN=CN1C)C1CC1